Cl.C(C=C)(=O)N prop-2-enamide hydrochloride